C(C)OC1=CC(=C(C=C1)C=1CSC2=CC(=CC=C2C1C1=CC=C(C=C1)O[C@@H]1CN(CC1)CCCF)O)F 3-(4-ethoxy-2-fluoro-phenyl)-4-[4-[(3S)-1-(3-fluoropropyl)pyrrolidin-3-yl]oxyphenyl]-2H-thiochromen-7-ol